C(C)(C)(C)C1=CC=C(C=C1)C=CC=CC1=CC=C(C=C1)C(C)(C)C 1,4-bis(4-tert-butylphenyl)butadiene